3-(3-(4-((1-fluoropropan-2-ylamino)methyl)phenyl)isoxazol-5-yl)pyrazin-2-amine FCC(C)NCC1=CC=C(C=C1)C1=NOC(=C1)C=1C(=NC=CN1)N